(4R)-1-[(4,4-difluoro-1-{4-[(2H3)methyloxy]phenyl}cyclohexyl)carbonyl]-4-fluoro-N-1H-pyrazolo[4,3-b]pyridin-5-yl-D-prolineamide FC1(CCC(CC1)(C1=CC=C(C=C1)OC([2H])([2H])[2H])C(=O)N1[C@H](C[C@H](C1)F)C(=O)NC1=CC=C2C(=N1)C=NN2)F